(R)-2-amino-N,N-dimethylpropionamide N[C@@H](C(=O)N(C)C)C